FC1(CCC(CC1)/C=C/C=1C=C(C=NC1OC)NC(C=C)=O)F (E)-N-(5-(2-(4,4-difluoro-cyclohexyl)vinyl)-6-meth-oxypyridin-3-yl)acrylamide